2-[2-(cyclopropylmethyl)-5-[3-[2-(5-methyl-2-thienyl)ethynyl]phenyl]-1-[(6-sulfamoyl-3-pyridyl)methyl]pyrrol-3-yl]thiazole-4-carboxylic acid C1(CC1)CC=1N(C(=CC1C=1SC=C(N1)C(=O)O)C1=CC(=CC=C1)C#CC=1SC(=CC1)C)CC=1C=NC(=CC1)S(N)(=O)=O